Cl.N1(CCNCC1)C[C@H](C)NC1=NC=NC2=C(C=CC=C12)C1=NC=CC=C1 N-[(2S)-1-piperazin-1-ylpropan-2-yl]-8-pyridin-2-ylquinazolin-4-amine hydrochloride